N-(2-Bromo-5-methoxyphenethyl)-2-(1,3-dioxoisoindolin-2-yl)acetamide BrC1=C(CCNC(CN2C(C3=CC=CC=C3C2=O)=O)=O)C=C(C=C1)OC